FC1=CC=C(CC2=CC3=C(OC[C@@H](N3C(=O)OCC3=CC=CC=C3)C)N=C2C(=O)N2C[C@@H](CC2)F)C=C1 benzyl (S)-7-(4-fluorobenzyl)-6-((R)-3-fluoropyrrolidine-1-carbonyl)-2-methyl-2,3-dihydro-1H-pyrido[2,3-b][1,4]oxazine-1-carboxylate